(1aR,5aR)-2-(4-Bromo-pyridin-2-yl)-1a,2,5,5a-tetrahydro-1H-2,3-diaza-cyclopropa[a]pentalene-4-carboxylic acid (1,1-dimethyl-prop-2-ynyl)-amide CC(C#C)(C)NC(=O)C=1C=2C[C@@H]3[C@H](C2N(N1)C1=NC=CC(=C1)Br)C3